2-prop-2-enoyl-2-azaspiro[3.3]heptane-6-carboxamide C(C=C)(=O)N1CC2(C1)CC(C2)C(=O)N